C1(CC1)N1N=CC(=C1)C=1C=CC=C2C(=C(N(C12)C)C)C(=O)NC1=NC(=CC=C1)C1=NN=CN1C(C)C 7-(1-cyclopropyl-1H-pyrazol-4-yl)-N-(6-(4-isopropyl-4H-1,2,4-triazol-3-yl)pyridin-2-yl)-1,2-dimethyl-1H-indole-3-carboxamide